C(C)OP(=O)(OCC)CC[C@H]1CCCCO1 (2R,3S,4S,5R,6R)-6-(2-(diethoxyphosphoryl)ethyl)tetrahydro-2H-pyran